CN1CC2=C(CC1)SC(=C2)S(=O)(=O)NC(NC2=C1CCCC1=CC=C2C=2C=CC(=NC2)C(=O)N)=O 5-(4-(3-((5-methyl-4,5,6,7-tetrahydrothieno[3,2-c]pyridin-2-yl)sulfonyl)ureido)-2,3-Dihydro-1H-inden-5-yl)pyridineamide